dithiophosphate sodium salt [Na+].P(=S)([S-])([O-])[O-].[Na+].[Na+]